S1C(=NC2=C1C=CC=C2)NC(=O)C=2C=CC=C1CCN(CC21)C=2SC(=C(N2)C(=O)OC)CCCOS(=O)(=O)C2=CC=C(C)C=C2 methyl 2-(8-(benzo[d]thiazol-2-ylcarbamoyl)-3,4-dihydroisoquinolin-2(1H)-yl)-5-(3-(tosyloxy)propyl)thiazole-4-carboxylate